C(C1=CC=CC=C1)C1=NC(=NN1)C(=O)N[C@@H]1C(N(C2=C(OC1)C=CC(=C2)C#CCCOC2=C1C=CC=NC1=CC=C2)C)=O (S)-5-benzyl-N-(5-methyl-4-oxo-7-(4-(quinolin-5-yloxy)but-1-yn-1-yl)-2,3,4,5-tetrahydrobenzo[b][1,4]oxazepin-3-yl)-1H-1,2,4-triazole-3-carboxamide